sodium 1-methoxy-3-methylisoquinoline-5-sulfinate COC1=NC(=CC=2C(=CC=CC12)S(=O)[O-])C.[Na+]